ClC=1C=CC(=C(C1)C1=C2C(=NC(=C1)C)C(=CS2)C(=O)OC)OCCN2C(=NC1=C(C2=O)CC(CC12CC2)=O)C methyl 7-[5-chloranyl-2-[2-[2-methyl-4,6-bis(oxidanylidene)spiro[5,7-dihydroquinazoline-8,1'-cyclopropane]-3-yl]ethoxy]phenyl]-5-methyl-thieno[3,2-b]pyridine-3-carboxylate